methyl-2-(4,6-bis((3-(trifluoromethyl)phenyl)amino)-1,3,5-triazin-2-yl)-L-threonine CN[C@@]([C@H](O)C)(C(=O)O)C1=NC(=NC(=N1)NC1=CC(=CC=C1)C(F)(F)F)NC1=CC(=CC=C1)C(F)(F)F